COC1=C(C=C(C=C1)OC)C1=NC2=C(N1C1CC(C1)C(NC)=O)C=C(C=C2)C(=O)NCCCN(C)C 2-(2,5-dimethoxyphenyl)-N-(3-(dimethylamino)propyl)-1-((1r,3s)-3-(methylcarbamoyl)cyclobutyl)-1H-benzo[d]imidazole-6-carboxamide